O[C@@]1(C(N(CC1)C)=O)C1=CC(=NO1)C1=CC=CC(=N1)C1=NC(=NC=C1)N[C@H](C(=O)NC)C (S)-2-((4-(6-(5-((R)-3-Hydroxy-1-methyl-2-oxopyrrolidin-3-yl)isoxazol-3-yl)pyridin-2-yl)pyrimidin-2-yl)amino)-N-methylpropanamide